N-(2-(1'-(cis-4-isopropyl-cyclohexyl)-3-oxo-1H-spiro[isoquinoline-4,4'-piperidin]-2(3H)-yl)ethyl)amino-sulfonamide C(C)(C)[C@H]1CC[C@H](CC1)N1CCC2(CC1)C(N(CC1=CC=CC=C12)CCNNS(=O)=O)=O